(1S,2R,3S,5R)-3-(2-(3H-[1,2,3]triazolo[4,5-b]quinolin-6-yl)ethyl)-5-(4-amino-7H-pyrrolo[2,3-d]pyrimidin-7-yl)cyclopentane-1,2-diol N1=NNC2=NC=3C=C(C=CC3C=C21)CC[C@@H]2[C@H]([C@H]([C@@H](C2)N2C=CC1=C2N=CN=C1N)O)O